6-(1-(3-azabicyclo[3.1.0]hexan-3-yl)ethyl)-2-(3-(3-((4-methyl-4H-1,2,4-triazol-3-yl)methyl)oxetan-3-yl)phenyl)-4-(trifluoromethyl)isoindolin-1-one C12CN(CC2C1)C(C)C1=CC(=C2CN(C(C2=C1)=O)C1=CC(=CC=C1)C1(COC1)CC1=NN=CN1C)C(F)(F)F